C1CCC2=C(C=3CCCC3C=C12)NC=1OC(CN1)(C(=O)OCC)C1=CC=CC=C1 ethyl 2-((1,2,3,5,6,7-hexahydro-s-indacen-4-yl) amino)-5-phenyl-4,5-dihydrooxazole-5-carboxylate